[Te].[Cs] cesium-tellurium